C(=O)C1=C(CN(C(C(C)(C)C)=O)[C@H](C(NC=2C=C3CC4(C(NC5=NC=CC=C54)=O)CC3=CC2)=O)C)C=CC=C1 N-(2-formylbenzyl)-N-((2S)-1-oxo-1-((2'-oxo-1,1',2',3-tetrahydrospiro[indene-2,3'-pyrrolo[2,3-b]pyridin]-5-yl)amino)propan-2-yl)pivalamide